C1(CC1)COC=1C(=CC2=CN(N=C2C1)C1CCN(CC1)C(=O)OC(C)(C)C)[N+](=O)[O-] tert-butyl 4-(6-(cyclopropylmethoxy)-5-nitro-2H-indazol-2-yl)piperidine-1-carboxylate